dibromodinitrobenzothiadiazole BrC1=C(C(=C(C=2N=NSC21)[N+](=O)[O-])[N+](=O)[O-])Br